BrC1=C(C=C(C2=C1CCO2)Cl)[N+](=O)[O-] 4-bromo-7-chloro-5-nitro-2,3-dihydrobenzofuran